FC=1C=C(C=C(C1)O)C=1C(OC2=CC=C(C=C2C1C)O)C1=CC=C(C=C1)\C=C/CN1CCN(CC1)C 3-(3-Fluoro-5-hydroxyphenyl)-4-methyl-2-{4-[(Z)-3-(4-methylpiperazin-1-yl)propenyl]phenyl}-2H-chromen-6-ol